F[Si](OC(C(F)(F)F)(F)F)(C(C(C(C(C(C(C(C(F)(F)F)(F)F)(F)F)(F)F)(F)F)(F)F)(F)F)(F)F)F perfluorooctyl-ethoxysilane